1-((3R,4R)-3-(5-cyclopropylpyrimidin-2-ylamino)-4-(4-(trifluoromethyl)benzyloxy)pyrrolidin-1-yl)-2-fluoroprop-2-en-1-one C1(CC1)C=1C=NC(=NC1)N[C@@H]1CN(C[C@H]1OCC1=CC=C(C=C1)C(F)(F)F)C(C(=C)F)=O